BrC1=CC=C(O1)C1=C(N=C2N1CCNC2)C#N 3-(5-Bromofuran-2-yl)-5,6,7,8-tetrahydroimidazo[1,2-a]pyrazine-2-carbonitrile